Methyl 2-((4-(3-(1-(2-chloro-4-methylphenyl)ethyl)benzoyl)piperazin-1-yl)methyl)-1-(((S)-oxetan-2-yl)methyl)-1H-benzo[d]imidazole-6-carboxylate ClC1=C(C=CC(=C1)C)C(C)C=1C=C(C(=O)N2CCN(CC2)CC2=NC3=C(N2C[C@H]2OCC2)C=C(C=C3)C(=O)OC)C=CC1